N=C1NCCC(N1)=O iminotetrahydropyrimidin-4(1H)-one